N-(2-(2-(cyclopropanesulfonamido)thiazol-4-yl)propan-2-yl)-2-fluoro-4-(6-(2,2,2-trifluoroethoxy)pyrazin-2-yl)benzamide C1(CC1)S(=O)(=O)NC=1SC=C(N1)C(C)(C)NC(C1=C(C=C(C=C1)C1=NC(=CN=C1)OCC(F)(F)F)F)=O